Methyl 2-((2-bromo-4-fluorophenyl)amino)-5-(trifluoromethyl)benzoate BrC1=C(C=CC(=C1)F)NC1=C(C(=O)OC)C=C(C=C1)C(F)(F)F